N1CC(C1)NC=1C=CC(=C(C1)C(C(=O)N)(CC)N1C=2C(=CC=C1)N=C(N2)SCC2=CC=C(C=C2)OC)C (5-(azetidin-3-ylamino)-2-methylphenyl)-2-(2-((4-methoxybenzyl)thio)-4H-imidazo[4,5-b]pyridin-4-yl)butanamide